1-(fluoromethoxy)-3-iodobenzene FCOC1=CC(=CC=C1)I